O1CCN(CC1)C1=CC=C(C(=O)CC#N)C=C1 4-morpholinobenzoyl-acetonitrile